5-[(5-{6-[(2R)-3-amino-2-methylpropoxy]-2,3-dihydrofuro[3,2-b]pyridin-7-yl}-1H-pyrazol-3-yl)amino]pyrazine-2-carbonitrile NC[C@H](COC=1C(=C2C(=NC1)CCO2)C2=CC(=NN2)NC=2N=CC(=NC2)C#N)C